(Endo)-3-(difluoromethyl)-3-[(2-methylpropan-2-sulfinyl)amino]-8-azabicyclo[3.2.1]octane-8-carboxylic acid benzyl ester C(C1=CC=CC=C1)OC(=O)N1C2CC(CC1CC2)(NS(=O)C(C)(C)C)C(F)F